N-(6-bromothiazolo[4,5-b]pyrazin-2-yl)-4-(2-methoxyphenyl)-6-methylnicotinamide BrC=1N=C2C(=NC1)N=C(S2)NC(C2=CN=C(C=C2C2=C(C=CC=C2)OC)C)=O